1-[3-(chloromethyl)-4-phenoxyphenyl]-3-(3-methylphenyl)-1,3,5-triazinane-2,4,6-trione ClCC=1C=C(C=CC1OC1=CC=CC=C1)N1C(N(C(NC1=O)=O)C1=CC(=CC=C1)C)=O